5-(2-(6-amino-9H-purin-9-yl)ethoxy)pyridinenitrile NC1=C2N=CN(C2=NC=N1)CCOC=1C=CC(=NC1)C#N